5-(2-((5-(5-(difluoromethyl)-1,3,4-oxadiazol-2-yl)pyridin-2-yl)methyl)-2H-tetrazol-5-yl)benzo[d]oxazol-2-amine FC(C1=NN=C(O1)C=1C=CC(=NC1)CN1N=C(N=N1)C=1C=CC2=C(N=C(O2)N)C1)F